C(C=C)(=O)OC(C)COC(C)COC(C=C)=O Dipropylene glycol Diacrylate